tert-Butyl 4-(3,4-diamino-2-fluorophenyl)tetrahydropyran-4-carboxylate NC=1C(=C(C=CC1N)C1(CCOCC1)C(=O)OC(C)(C)C)F